N-(4-(6-methoxy-7-(2-(4-methylpiperazin-1-yl)ethoxy)quinazolin-4-yl)phenyl)-2-(4-(trifluoromethyl)phenyl)acetamide COC=1C=C2C(=NC=NC2=CC1OCCN1CCN(CC1)C)C1=CC=C(C=C1)NC(CC1=CC=C(C=C1)C(F)(F)F)=O